2-methacryloyloxyethyl alcohol (2-hydroxyethyl methacrylate) OCCC=C(C(=O)OCCOC(C(=C)C)=O)C